C(=C)C(C=C)[SiH2]C=CC(C=C[SiH2]C(C=C)C=C)C=C[SiH3] bis[2-(divinylmethylsilyl)vinyl]methylvinylsilane